(1S,3S)-3-((2-cyclopropyl-6-(1-methyl-5-(((((R)-pentan-2-yloxy)carbonyl)amino)methyl)-1H-1,2,3-triazol-4-yl)pyridin-3-yl)oxy)cyclohexane-1-carboxylic acid C1(CC1)C1=NC(=CC=C1O[C@@H]1C[C@H](CCC1)C(=O)O)C=1N=NN(C1CNC(=O)O[C@H](C)CCC)C